CN1C(C2=C(C=C1)C=C(N2)C(=O)N)=O 6-methyl-7-oxo-1H-pyrrolo[2,3-c]pyridine-2-carboxamide